(6aR,8R)-8-azido-2-chloro-6a-ethyl-5,6,6a,7,8,9-hexahydropyrrolo[1',2':4,5]pyrazino[2,3-c]pyridazine N(=[N+]=[N-])[C@@H]1C[C@]2(N(C=3C(=NN=C(C3)Cl)NC2)C1)CC